FC=1C2=C(C=NC1N1CCOCC1)N=C(N2)C2=CC(=CN2)C(=O)C2=C(C=CC=C2)C(F)(F)F (5-(7-fluoro-6-morpholino-1H-imidazo[4,5-c]pyridin-2-yl)-1H-pyrrol-3-yl)(2-(trifluoromethyl)phenyl)methanone